COCCN(C=1N=C(C2=C(N1)C(=NC(=N2)N(CCOC)CCOC)N2CC(N(CC2)C)=O)N(C)CC=2C=C(C#N)C=CC2)CCOC 3-(((2,6-bis(bis(2-methoxyethyl)amino)-8-(4-methyl-3-oxopiperazin-1-yl)pyrimido[5,4-d]pyrimidin-4-yl)(methyl)amino)methyl)benzonitrile